N-[(2-chlorophenyl)methyl]-2,2-diethoxy-acetamidine ClC1=C(C=CC=C1)CNC(C(OCC)OCC)=N